4-ethyl-9-isopentyl-2,2-dimethyl-1-oxa-4,9-diazaspiro[5.5]undecan-3-one C(C)N1C(C(OC2(C1)CCN(CC2)CCC(C)C)(C)C)=O